methyl (S)-2-((1,4-dioxane-2-yl)methyl)-9-(trifluoromethyl)-4,5-dihydro-2H-pyrazolo[3,4-f]quinoline-7-carboxylate O1[C@H](COCC1)CN1N=C2C=3C(=CC(=NC3CCC2=C1)C(=O)OC)C(F)(F)F